3-({5-chloro-1-[3-(methyl-sulfonyl)propyl]-1H-indol-2-yl}methyl)-1-(2,2,2-trifluoroethyl)-1,3-dihydro-2H-imidazo[4,5-c]pyridin-2-one ClC=1C=C2C=C(N(C2=CC1)CCCS(=O)(=O)C)CN1C(N(C2=C1C=NC=C2)CC(F)(F)F)=O